C(CCCCCCCCCCCCCCC(=O)CCCCCCCCCCCCCCC)[C@](O)(C[N+](C)(C)C)CC([O-])=O Palmitonyl-L-carnitine